tert-butyl N-[2-[2-(2-hydroxyethoxy)ethoxy]ethyl]-N-methyl-carbamate OCCOCCOCCN(C(OC(C)(C)C)=O)C